C1(CC1)COC1=C(C=CC=C1F)CN (2-(cyclopropylmethoxy)-3-fluorophenyl)methylamine